1-Tert-butyl (4R)-3,3-difluoro-4-[4-[1-[1-[(4-methoxyphenyl)methyl]-2,6-dioxo-3-piperidyl]-3-methyl-2-oxo-imidazo[4,5-c]pyridin-4-yl]piperazin-1-yl]piperidine-1-carboxylate FC1(CN(CC[C@H]1N1CCN(CC1)C1=NC=CC2=C1N(C(N2C2C(N(C(CC2)=O)CC2=CC=C(C=C2)OC)=O)=O)C)C(=O)OC(C)(C)C)F